C(C)C=1C(=C2C(=NC1C)CCC2)NC(=O)N=S(=O)(N)C2=CN=C(S2)C(C)(C)O N'-((3-ethyl-2-methyl-6,7-dihydro-5H-cyclopenta[b]pyridin-4-yl)carbamoyl)-2-(2-hydroxypropan-2-yl)thiazole-5-sulfonimidamide